4-amino-6-(benzo[d][1,3]dioxol-4-ylamino)-N-(2,3-dihydro-1H-inden-2-yl)picolinamide NC1=CC(=NC(=C1)NC1=CC=CC=2OCOC21)C(=O)NC2CC1=CC=CC=C1C2